Dibutyltin Dichloride C(CCC)[Sn](CCCC)(Cl)Cl